FC=1C=C2C(NC=NC2=C(C1)OC)=O 6-fluoro-8-methoxyquinazolin-4(3H)-one